COCOC1=C(C=CC(=C1)C)C1=C2C(=C(N=N1)N[C@H]1CN(CCC1)C)C=NC=C2 1-[2-(methoxymethoxy)-4-methyl-phenyl]-N-[(3R)-1-methyl-3-piperidinyl]pyrido[3,4-d]pyridazin-4-amine